NC1=NC=CC(=C1N)OC1=C(C=CC=C1F)C1(N=CN(C1C(F)(F)F)C1=CC=CC=C1)C(=O)N 4-((2,3-diaminopyridin-4-yl)oxy-3-fluorophenyl)-1-phenyl-5-(trifluoromethyl)-1H-imidazole-4-Carboxamide